N-(6-METHOXY-1-METHYL-1H-INDAZOL-7-YL)-1-(4-(5-METHOXYSPIRO[2.3]HEXAN-5-YL)PYRIDIN-2-YL)-1H-PYRAZOLE-4-SULFONAMIDE COC1=CC=C2C=NN(C2=C1NS(=O)(=O)C=1C=NN(C1)C1=NC=CC(=C1)C1(CC2(CC2)C1)OC)C